8-(4-methoxyphenyl)-1,4-dioxaspiro[4.5]decan-8-ol COC1=CC=C(C=C1)C1(CCC2(OCCO2)CC1)O